5-(thiophene-2-yl)-7-(trifluoromethyl)pyrazolo[1,5-a]pyrimidine-3-carboxylic acid chloride S1C(=CC=C1)C1=NC=2N(C(=C1)C(F)(F)F)N=CC2C(=O)Cl